7H-pyrrolo[2,3-d]pyrimidine-carbonitrile N1=C(N=CC2=C1NC=C2)C#N